C(C)(C)(CC)OC(C(CCCC)CC)=O tertiary amyl-2-ethylhexanoate